(S)-(o-fluorophenyl){4-[2-(3-pyridyl)ethyl]-7-azabicyclo[2.2.1]hept-1-yl}methanol FC1=C(C=CC=C1)[C@H](O)C12CCC(CC1)(N2)CCC=2C=NC=CC2